CC1CN=C(CC1)C1=CC(=C(C(=C1)F)F)F 3-methyl-6-(3,4,5-trifluorophenyl)-2,3,4,5-tetrahydropyridine